2-{[4-(1,3-dimethyl-1H-indazol-6-yl)-1-oxo-2,3-dihydro-1H-isoindol-2-yl]methyl}prop-2-enenitrile CN1N=C(C2=CC=C(C=C12)C1=C2CN(C(C2=CC=C1)=O)CC(C#N)=C)C